tert-butyl ((1S,3S)-3-((3-fluoro-[2,3'-bipyridin]-6'-yl)amino)cyclopentyl)carbamate FC=1C(=NC=CC1)C=1C=NC(=CC1)N[C@@H]1C[C@H](CC1)NC(OC(C)(C)C)=O